(1R,3S)-3-((7-cyano-2-(3'-(3-(((R)-3-hydroxypyrrolidin-1-yl)methyl)-1,7-naphthyridin-8-ylamino)-2,2'-dimethyl-biphenyl-3-yl)benzo[d]oxazol-5-yl)methylamino)cyclopentanecarboxylic acid C(#N)C1=CC(=CC=2N=C(OC21)C=2C(=C(C=CC2)C2=C(C(=CC=C2)NC=2N=CC=C1C=C(C=NC21)CN2C[C@@H](CC2)O)C)C)CN[C@@H]2C[C@@H](CC2)C(=O)O